ClC=1N=CC=2\C(\CCCC2C1)=N\[S@@](=O)C(C)(C)C (S,E)-N-(3-chloro-6,7-dihydroisoquinolin-8(5H)-ylidene)-2-methylpropane-2-sulfinamide